4-(tri-n-butylsilyl)phenyl-phosphine chloride [Cl-].C(CCC)[Si](C1=CC=C(C=C1)P)(CCCC)CCCC